C(CCCCCCCCCCCCCCC)[N+](CC1=CC=CC=C1)(CC)C N-hexadecyl-N-Methyl-N-ethyl-N-benzylammonium